4-amino-1-[(2R,4S,5R)-5-(chloromethyl)-5-(hydroxymethyl)-4-methoxyoxolan-2-yl]-3,4-dihydropyrimidin-2-one NC1NC(N(C=C1)[C@@H]1O[C@@]([C@H](C1)OC)(CO)CCl)=O